FC=1C(=C(C=C(C1)C)O)C=1N=NC(=CC1)CC1CNCCC1 3-fluoro-5-methyl-2-(6-(piperidin-3-ylmethyl)pyridazin-3-yl)phenol